29-hydroxytetratriaconta-16,19,22,25,27,31-hexaenoic acid OC(C=CC=CCC=CCC=CCC=CCCCCCCCCCCCCCCC(=O)O)CC=CCC